4-(pyrrolidin-1-ylmethyl)benzamide N1(CCCC1)CC1=CC=C(C(=O)N)C=C1